CC1(OC2=CC(=C3C(=C2C2=C1C=CC(=C2)C)OC(OC3=O)(C3=CC=CC=C3)CC(C)=O)CCCCC)C 8,8,11-Trimethyl-2-(2-oxopropyl)-5-pentyl-2-phenyl-4H,8H-benzo[c][1,3]dioxino[4,5-f]chromen-4-on